1,2-bis(3-trifluoromethyl-4-pyridyl)ethylene FC(C=1C=NC=CC1C=CC1=C(C=NC=C1)C(F)(F)F)(F)F